4-hydroxy-2-(hydroxymethyl)butanoic acid OCCC(C(=O)O)CO